9-iodo-1,1-dioctyloxynonane ICCCCCCCCC(OCCCCCCCC)OCCCCCCCC